Cl[Ga](Cl)Cl TrichloroGallium